rac-N-[(3S)-1-Benzyl-4,4-difluoropyrrolidin-3-yl]methanesulfonamide C(C1=CC=CC=C1)N1C[C@@H](C(C1)(F)F)NS(=O)(=O)C |r|